4-(4-butylphenyl)benzoic acid C(CCC)C1=CC=C(C=C1)C1=CC=C(C(=O)O)C=C1